methyl 4-amino-7-bromo-2-oxo-1-(quinolin-4-yl)-1,2-dihydroquinoline-3-carboxylate NC1=C(C(N(C2=CC(=CC=C12)Br)C1=CC=NC2=CC=CC=C12)=O)C(=O)OC